N-(2,2-dimethyl-4-oxo-1,2,3,4-tetrahydro-9H-carbazol-9-yl)acetamide CC1(CC=2N(C3=CC=CC=C3C2C(C1)=O)NC(C)=O)C